C(C)(C)N1C=NC(=C1)C(F)(F)F isopropyl-4-(trifluoromethyl)-1H-imidazole